[Zr+4].C(CC(=O)C)(=O)[O-].C(CC(=O)C)(=O)[O-].C(CC(=O)C)(=O)[O-].C(CC(=O)C)(=O)[O-].[Zr+4] zirconium tetraacetoacetate zirconium